6-(3,3-difluoroazetidin-1-yl)-5-methylpyridin FC1(CN(C1)C1=C(C=CC=N1)C)F